ClC1=C(C=CC=C1F)NC1=C(NC2=C1C(NCC2)=O)C2=C(C=NC=C2)OC[C@H]2N(CCC2)C(C=C)=O 3-[(2-chloro-3-fluorophenyl)amino]-2-(3-{[(2S)-1-(prop-2-enoyl)pyrrolidin-2-yl]methoxy}pyridin-4-yl)-1H,5H,6H,7H-pyrrolo[3,2-c]pyridin-4-one